4-phenyl-2-((pyrimidin-2-ylmethyl)amino)-5,7-dihydro-6H-pyrrolo[3,4-d]pyrimidine-6-carbonitrile C1(=CC=CC=C1)C=1C2=C(N=C(N1)NCC1=NC=CC=N1)CN(C2)C#N